COC1=CC=C(C=C1)CN(C1=NC=CC=C1CN1C=2N=C(N=C3C(=C(C=4C=NN(CCC1)C4C32)Br)F)Cl)CC3=CC=C(C=C3)OC 6-[(2-{Bis[(4-methoxyphenyl)methyl]amino}pyridin-3-yl)methyl]-14-bromo-3-chloro-15-fluoro-2,4,6,10,11-pentaazatetracyclo[8.5.2.05,16.013,17]heptadeca-1(2),3,5(16),11,13(17),14-hexaene